(R)-2-(5-ethyl-6-(4-(3-hydroxypicolinoyl)piperazin-1-yl)-2-(4-methoxycyclohex-1-en-1-yl)-7-oxo-[1,2,4]triazolo[1,5-a]pyrimidin-4(7H)-yl)-N-(4-(trifluoromethyl)phenyl)acetamide C(C)C=1N(C=2N(C(C1N1CCN(CC1)C(C1=NC=CC=C1O)=O)=O)N=C(N2)C2=CC[C@@H](CC2)OC)CC(=O)NC2=CC=C(C=C2)C(F)(F)F